NC=1C=2N(C3=CC(=C(C=C3N1)F)C(=O)N1[C@@H]3[C@H](O[C@H](C1)C)CC=1C=CC=CC13)C=NC2 |r| Rac-(4-amino-7-fluoroimidazo[1,5-a]quinoxalin-8-yl)((2S,4aS,9aR)-2-methyl-2,3,9,9a-tetrahydroindeno[2,1-b][1,4]oxazin-4(4aH)-yl)methanone